7-((diphenylmethylene)amino)-1-(isopropylamino)-2,6-naphthyridine-3-carbonitrile C1(=CC=CC=C1)C(C1=CC=CC=C1)=NC1=NC=C2C=C(N=C(C2=C1)NC(C)C)C#N